C([C@@H]1[C@H]([C@@H]([C@@H](C(O1)OC[C@@H]2[C@H]([C@@H](C(O2)O[C@H]3[C@@H]([C@H](OC3O)CO)O)O)O)O)O)O)O The molecule is a trisaccharide consisting of a D-mannopyranose residue and two D-arabinofuranose residues joined in sequence by (1->5) and (1->2) glycosidic bonds. The stereochemistry of the anomeric centres of the three residues is not stated. It is a partially-defined glycan and a trisaccharide.